2-[[4-[2-(4-methyl-[1,4]diazepan-1-yl)-2-oxoethyl]-6-(4-sulfamoylbenzylamino)-2-pyrimidinyl]amino]-4-methyl-5-thiazolecarboxylic acid ethyl ester C(C)OC(=O)C1=C(N=C(S1)NC1=NC(=CC(=N1)CC(=O)N1CCN(CCC1)C)NCC1=CC=C(C=C1)S(N)(=O)=O)C